CC1=CC=C(C(=O)OC2=C(C(=CC(=C2)Cl)C=NC2=CC=C(C=C2)Cl)OC(C(C)C)=O)C=C1 5-chloro-3-((4-chloro-phenylimino)methyl)-2-(isobutyryloxy)phenyl 4-methylbenzoate